N1=CC=C2N1CCCN2C=2C=NC=1CCNCC1C2 3-(6,7-Dihydro-5H-pyrazolo[1,5-a]pyrimidin-4-yl)-5,6,7,8-tetrahydro-1,6-naphthyridine